N-[5-(1,3-benzoxazol-2-yl)-2-methoxyphenyl]-4-(benzyloxy)benzene-1-carbothioamide O1C(=NC2=C1C=CC=C2)C=2C=CC(=C(C2)NC(=S)C2=CC=C(C=C2)OCC2=CC=CC=C2)OC